FC(OC1=C(C=CCN1CC=1C=NN2N=CC=CC21)F)F 6-(Difluoromethoxy)-5-fluoro-N-[(pyrazolo[1,5-b]pyridazin-3-yl)methyl]pyridin